CC1=C(C(=CC=C1)C)C1=NC(=NC(=C1)OC1CN(C1)C([C@H](C)N(CCC)CCC)=O)NS(=O)(=O)C=1C=NN(C1)C N-[4-(2,6-dimethylphenyl)-6-[1-[(2S)-2-(dipropylamino)propanoyl]azetidin-3-yl]oxy-pyrimidin-2-yl]-1-methyl-pyrazole-4-sulfonamide